N-(2-ethylhexyl)-1,3-bis(aminomethyl)benzene C(C)C(CNCC1=CC(=CC=C1)CN)CCCC